[Cl-].C[N+](CC(CC(CCCCCCC\C=C/CCCCCCCC)=O)C(CCCCCCC\C=C/CCCCCCCC)=O)(C)C trimethyl-2,3-dioleoylpropylammonium chloride